C1(CC1)CN1CCC2(C[C@@H]2C(=O)N[C@@H](CCCCCC(CC)=O)C=2NC(=CN2)C=2C=C3C=CC(=NC3=CC2)C2CC2)CC1 (S)-6-(Cyclopropylmethyl)-N-((S)-1-(5-(2-cyclopropylchinolin-6-yl)-1H-imidazol-2-yl)-7-oxononyl)-6-azaspiro[2.5]octan-1-carboxamid